CNC(C1=NC=C(C=C1)N1C(N(C2=C1C=CC=C2)CC2CCC(CC2)NC(C2=C(N=CC(=C2)C(F)(F)F)C)=O)=O)=O N-methyl-5-(3-(((1r,4r)-4-(2-methyl-5-(trifluoromethyl)nicotinamido)cyclohexyl)methyl)-2-oxo-2,3-dihydro-1H-benzo[d]imidazol-1-yl)picolinamide